tert-butyl (1S,3R)-3-aminocyclohexane-1-carboxylate N[C@H]1C[C@H](CCC1)C(=O)OC(C)(C)C